bismuth Methylacetamide CCC(=O)N.[Bi]